5-fluoropyridine-3,4-diamine hydrochloride Cl.FC=1C(=C(C=NC1)N)N